N-(4-((Diaminomethylene)amino)butyl)-2'-(2-(3-(1-methyl-1H-1,2,3-triazol-4-yl)propanamido)ethyl)-[2,4'-bithiazole]-4-carboxamide NC(N)=NCCCCNC(=O)C=1N=C(SC1)C=1N=C(SC1)CCNC(CCC=1N=NN(C1)C)=O